1-octyl-1H-pyrazol-4-amine C(CCCCCCC)N1N=CC(=C1)N